(3-((5-aminoisoxazol-3-yl)methyl)azetidin-1-yl)(3-chloro-4-(trifluoromethyl)phenyl)methanone hydrochloride Cl.NC1=CC(=NO1)CC1CN(C1)C(=O)C1=CC(=C(C=C1)C(F)(F)F)Cl